6-oxo-piperidinecarboxylic acid (6-oxo-hexanoate) O=CCCCCC(=O)O.O=C1CCCCN1C(=O)O